FC1=C(C=C(C=C1)C1N(OCC1)C1=CC(=NC=N1)NC=1C(=CC(=C(C1)NC(C=C)=O)N1CCN(CC1)C)OC)OC1=CC=CC=C1 N-(5-((6-(3-(4-fluoro-3-phenoxy-phenyl)isoxazolidin-2-yl)pyrimidin-4-yl)amino)-4-methoxy-2-(4-methylpiperazin-1-yl)phenyl)acryl-amide